O=C1N(CCC(N1)=O)C=1C=C(OCC(=O)NC2CCN(CC2)CC2CCNCC2)C=CC1C 2-[3-(2,4-dioxohexahydropyrimidin-1-yl)-4-methyl-phenoxy]-N-[1-(4-piperidylmethyl)-4-piperidyl]acetamide